C(C)(C)(C)S(=O)\N=C\1/CCN(CCC1)C(=O)OC(C)(C)C tert-butyl (Z)-4-((tert-butylsulfinyl)imino)azepane-1-carboxylate